N1=CC=CC=2CCCC(C12)NC(=O)N N-(5,6,7,8-tetrahydro-8-quinolinyl)-urea